(6-Fluoro-2-methylquinolin-4-yl)((5R,9S)-2-methyl-3-(1-methyl-5-(trifluoromethyl)-1H-pyrazol-3-yl)-4,5,6,7,8,9-hexahydro-2H-5,9-epiminocycloocta[c]pyrazol-10-yl)methanone FC=1C=C2C(=CC(=NC2=CC1)C)C(=O)N1[C@H]2CC=3C(=NN(C3C3=NN(C(=C3)C(F)(F)F)C)C)[C@@H]1CCC2